1-(5,7-difluoro-1,3-dimethylindol-2-yl)-2,2,2-trifluoroethanamine FC=1C=C2C(=C(N(C2=C(C1)F)C)C(C(F)(F)F)N)C